C(C)OC1=C(C=CC(=N1)OC1CCC2(CN(C2)C(=O)C2CC(C2)(C)O)CC1)C(F)(F)F (7-((6-Ethoxy-5-(trifluoromethyl)pyridin-2-yl)oxy)-2-azaspiro[3.5]nonan-2-yl)((1s,3s)-3-hydroxy-3-methylcyclobutyl)methanon